BrC1=C(C(=C(C(=C1[2H])[2H])[2H])Br)F 1,3-dibromo-2-fluorobenzene-4,5,6-d3